4-allyloxybenzoyloxy-4-benzoyloxycholesterol C(C=C)OC1=CC=C(C(=O)OCC(C)CCC[C@@H](C)[C@H]2CC[C@H]3[C@@H]4CC=C5C([C@@H](O)CC[C@]5(C)[C@H]4CC[C@]23C)OC(C2=CC=CC=C2)=O)C=C1